N,N-diethyl-stearamide C(C)N(C(CCCCCCCCCCCCCCCCC)=O)CC